F[C@H]1CN(C[C@@H]([C@H]1NC(=O)C1=CC(=CC=2N(C=NC21)CC(F)(F)F)C#CCNC=2C(OC)=CC=C(C2)P(=O)(C)C)C)C2COCC2 N-[(3S,4R,5S)-3-fluoro-5-methyl-1-(tetrahydro-3-furyl)-4-piperidyl]-6-{3-[4-(dimethylphosphoryl)-2-anisidino]-1-propynyl}-1-(2,2,2-trifluoroethyl)-1H-1,3-benzimidazole-4-carboxamide